C(C)(=O)[C@@H]1C([C@@H](C1)CC(=O)ON=CC1=C(C=CC=C1)C)(C)C 2-methylbenzaldehyde O-(2-((1s,3s)-3-acetyl-2,2-dimethylcyclobutyl)acetyl) oxime